C(=O)C1=C(OCC(=O)NC2=NNC(=C2)[C@@H]2C[C@@H](CC2)OC(=O)N2N(CCC2)C)C=C(C=C1O)OC.C1=C(C=CC2=CC=CC=C12)CC 1-(naphthalen-2-yl)ethan (1R,3S)-3-(3-(2-(2-formyl-3-hydroxy-5-methoxyphenoxy)acetamido)-1H-pyrazol-5-yl)cyclopentyl-2-methylpyrazolidine-1-carboxylate